C(=O)(OCC1C2=CC=CC=C2C2=CC=CC=C12)N1CCC(C1)F Fmoc-4-fluoro-pyrrolidine